FC=1C=C2C(C[C@H]([C@@H](C2=CC1F)NC(=O)NC=1C(=NC(=C(C1)C)C=1C=NNC1)C1CCOCC1)O)(C)C 1-((1R,2R)-6,7-difluoro-2-hydroxy-4,4-dimethyl-1,2,3,4-tetrahydronaphthalen-1-yl)-3-(5-methyl-6-(1H-pyrazol-4-yl)-2-(tetrahydro-2H-pyran-4-yl)pyridin-3-yl)urea